(R)-2-ethyl-3,4-dihydronaphtho[2,3-f][1,4]oxazepin-5(2H)-one C(C)[C@H]1OC2=C(C(NC1)=O)C=C1C=CC=CC1=C2